NC1=C2C(=NC=N1)N(N=C2C2=CC=C(C=C2)OC2=CC(=CC=C2)F)[C@H]2CN(CCC2)C(=O)C(C#N)=CC2CC2 (R)-2-(3-(4-amino-3-(4-(3-fluorophenoxy)phenyl)-1H-pyrazolo[3,4-d]pyrimidin-1-yl)piperidine-1-carbonyl)-3-cyclopropylacrylonitrile